N-(4-Fluoro-3-(6-methyl-7-oxo-6,7-dihydro-1-tosyl-1H-pyrrolo[2,3-c]pyridin-4-yl)phenyl)acetamide FC1=C(C=C(C=C1)NC(C)=O)C=1C2=C(C(N(C1)C)=O)N(C=C2)S(=O)(=O)C2=CC=C(C)C=C2